O1COC2=C1C=CC(=C2)C2(CC1C(N(OC1(C)C)C)C(C2)C)C 5-(Benzo[d][1,3]dioxol-5-yl)-1,3,3,5,7-pentamethyloctahydrobenzo[c]isoxazol